2-(4,4-difluoro-3-methyl-1-piperidyl)-5,6-difluoro-3-quinolinecarboxylic acid FC1(C(CN(CC1)C1=NC2=CC=C(C(=C2C=C1C(=O)O)F)F)C)F